tripentaerythritol octaacrylate C(C=C)(=O)OCC(COC(C=C)=O)(COCC(COC(C=C)=O)(COCC(COC(C=C)=O)(COC(C=C)=O)COC(C=C)=O)COC(C=C)=O)COC(C=C)=O